4-(3-(2,2,2-trifluoro-1-hydroxyethyl)-1H-indol-5-yl)piperidine-1-carboxylic acid tert-butyl ester C(C)(C)(C)OC(=O)N1CCC(CC1)C=1C=C2C(=CNC2=CC1)C(C(F)(F)F)O